C(CC)(=O)OOC(C)(C)C t-butyl peroxy-propionate